O=C1NC(CCC1N1C(N(C2=C1C=CC(=C2)C2=CCC(CC2)CNC(OC(C)(C)C)=O)C)=O)=O tert-butyl N-[[4-[1-(2,6-dioxo-3-piperidyl)-3-methyl-2-oxo-benzimidazol-5-yl]cyclohex-3-en-1-yl]methyl]carbamate